isooctane iodide [I-].C(C)(C)CC(C)(C)C